calcium bromine 2-(hydroxymethyl)cyclohexanecarbohydrazide OCC1C(CCCC1)C(=O)NN.[Br].[Ca]